1-cyano-N-[7-methoxy-4-(oxan-4-yl)-1H-1,3-benzodiazol-2-yl]cyclopropane-1-carboxamide C(#N)C1(CC1)C(=O)NC1=NC2=C(N1)C(=CC=C2C2CCOCC2)OC